ClC=1C(=C(C=CC1)C1(CN(CCC1)C(C=C)=O)NC1=CC=C2C=CN(C(C2=C1)=O)CC(F)(F)F)C 7-{[3-(3-chloro-2-methylphenyl)-1-(prop-2-enoyl)piperidin-3-yl]amino}-2-(2,2,2-trifluoroethyl)isoquinolin-1-one